5-(4-chloro-2-fluorophenyl)-7-(6-(1-cyclopropyl-1H-pyrazol-4-yl)-3,6-dihydro-2H-pyran-4-yl)-2,3-diethylpyrido[4,3-d]pyrimidin-4(3H)-one ClC1=CC(=C(C=C1)C1=NC(=CC=2N=C(N(C(C21)=O)CC)CC)C=2CCOC(C2)C=2C=NN(C2)C2CC2)F